tert-Butyl (S)-4-(5-bromo-7-(3,5-difluorophenyl)-7H-pyrrolo[2,3-d]pyrimidin-4-yl)-3-methylpiperazine-1-carboxylate BrC1=CN(C=2N=CN=C(C21)N2[C@H](CN(CC2)C(=O)OC(C)(C)C)C)C2=CC(=CC(=C2)F)F